FC(C=1N=CC=2N(C1)C(=CN2)C2=NC=CC(=N2)C=2C=NN(C2)C2COCC2)F 6-(difluoromethyl)-3-(4-(1-(tetrahydrofuran-3-yl)-1H-pyrazol-4-yl)pyrimidin-2-yl)imidazo[1,2-a]pyrazine